[Si](C1=CC=CC=C1)(C1=CC=CC=C1)(C(C)(C)C)OC[C@@H](CO)C=C (R)-2-(((TERT-BUTYLDIPHENYLSILYL)OXY)METHYL)BUT-3-EN-1-OL